BrC(C(=O)N)(C)C 2-Bromo-2-methyl-propionamide